BrC=1C=C(C(=NC1)N1CCC(CC1)(N1CCCCC1)C)NS(=O)(=O)C N-(5-Bromo-2-(4'-methyl-[1,4'-bipiperidin]-1'-yl)pyridin-3-yl)methanesulfonamide